CN(C(=O)C=1C=C(C=CC1)N1N=C(C=2CN(CCC21)C(=O)OC(C)(C)C)C(F)(F)F)C2=CC1=C(N=C(O1)C)C=C2 tert-Butyl 1-[3-[methyl-(2-methyl-1,3-benzoxazol-6-yl)carbamoyl]phenyl]-3-(trifluoromethyl)-6,7-dihydro-4H-pyrazolo[4,3-c]pyridine-5-carboxylate